4-(4-(2-chloro-3-(6-methoxy-5-((6-oxo-2,5-diazaspiro[3.4]octan-2-yl)methyl)pyridin-2-yl)phenyl)-1H-indazol-1-yl)-2,6-dimethoxybenzaldehyde ClC1=C(C=CC=C1C1=NC(=C(C=C1)CN1CC2(C1)NC(CC2)=O)OC)C2=C1C=NN(C1=CC=C2)C2=CC(=C(C=O)C(=C2)OC)OC